C(C)N(CCN(CC)CC)CC N,N,N',N'-Tetraethyl-ethylenediamine